C(C)(C)(C)OC(=O)N1[C@@H](CCC1)C=1C=C(C=C2CCN(CC12)C(=O)OC)C=1C=C2C(=NC1)NC=C2C methyl (S)-8-(1-(tert-butoxycarbonyl) pyrrolidin-2-yl)-6-(3-methyl-1H-pyrrolo[2,3-b]pyridin-5-yl)-3,4-dihydroisoquinoline-2(1H)-carboxylate